2-(7-((2S,5R)-4-(1-(4-fluoro-2,2-dimethylbenzo[d][1,3]dioxol-5-yl)ethyl)-2,5-dimethylpiperazin-1-yl)-4-methyl-5-oxo-4,5-dihydro-2H-pyrazolo[4,3-b]pyridin-2-yl)acetonitrile FC1=C(C=CC=2OC(OC21)(C)C)C(C)N2C[C@@H](N(C[C@H]2C)C=2C=1C(N(C(C2)=O)C)=CN(N1)CC#N)C